4-hydroxy-1-isobutyl-N-(3-morpholinophenyl)-2-oxo-1,2-dihydroquinoline-3-carboxamide OC1=C(C(N(C2=CC=CC=C12)CC(C)C)=O)C(=O)NC1=CC(=CC=C1)N1CCOCC1